(S)-6-(2,6-difluorophenyl)-3-(1-(6-ethoxy-5-methoxypyridin-2-yl)-2-(methylsulfonyl)ethyl)-1H-imidazo[4,5-b]pyridin-2(3H)-one FC1=C(C(=CC=C1)F)C=1C=C2C(=NC1)N(C(N2)=O)[C@H](CS(=O)(=O)C)C2=NC(=C(C=C2)OC)OCC